C(C1=CC=CC=C1)N1N=CC(=C1)C=1C=C(C(N(C1)C)=O)C 5-(1-benzyl-1H-pyrazol-4-yl)-1,3-dimethylpyridin-2(1H)-one